FC1CN(C1)C1=CC=2N(C=C1)C=C(N2)C(=O)O 7-(3-fluoroazetidin-1-yl)imidazo[1,2-a]pyridine-2-carboxylic acid